(E,Z)-2,13-octadecadienyl acetate C(C)(=O)OC\C=C\CCCCCCCCC\C=C/CCCC